(3S)-ethyl 3-(2-(5-(3-(azetidin-1-yl)propyl)-2-oxo-4-(trifluoromethyl)pyridin-1(2H)-yl)-4-methylpentanamido)-3-(2,4-difluoro-2',4',5,6'-tetramethylbiphenyl-3-yl)propanoate N1(CCC1)CCCC=1C(=CC(N(C1)C(C(=O)N[C@@H](CC(=O)OCC)C=1C(=C(C=C(C1F)C)C1=C(C=C(C=C1C)C)C)F)CC(C)C)=O)C(F)(F)F